C1CC12N(CCNC2)C(=O)OC=2C=C1C(=CC=NC1=CC2OC)OC=2C(=C1C=C(NC1=CC2)C)F 4-((4-fluoro-2-methyl-1H-indol-5-yl) oxy)-7-methoxyquinolin-6-yl 4,7-diazaspiro[2.5]octane-4-carboxylate